5'-E-Vinylphosphonate C(=C)P([O-])([O-])=O